1-(4-bromo-3,5-dimethyl-phenyl)-3-chloro-propan-1-one BrC1=C(C=C(C=C1C)C(CCCl)=O)C